(3-methoxyphenyl)-1-(3,4,5-trimethoxyphenyl)pyrrolo[1,2-a]pyrazine COC=1C=C(C=CC1)C=1N=C(C=2N(C1)C=CC2)C2=CC(=C(C(=C2)OC)OC)OC